2-chloro-7H-pyrrolo[3,2-d]Pyrimidine ClC=1N=CC2=C(N1)CC=N2